OCC1=NN(C(C=C1)=O)C=1C=CC(=NC1)N[C@@H]1C[C@@H](CC1)CNC(=O)C1=CC(=NO1)C N-[[(1R,3S)-3-[[5-[3-(hydroxymethyl)-6-oxo-pyridazin-1-yl]-2-pyridyl]amino]cyclopentyl]methyl]-3-methyl-isoxazole-5-carboxamide